C1(=CC=CC=2C3=CC=CC=C3CC12)C=1C=CC2(C3=CC4=CC=CC=C4C13)C=CC=C1C3=CC=CC=C3C=C12 4-Fluorenyl-Spirobifluoren